(3S)-3-(pyridin-3-yl)-3-[1-(trifluoromethyl)cyclopropyl]propanoic acid N1=CC(=CC=C1)[C@H](CC(=O)O)C1(CC1)C(F)(F)F